C(C)OC=1C=C(C=C(C1)C1(COC1)CC1=NN=CN1C)N1C(C2=CC(=CC(=C2C1)C(F)(F)F)[C@@H](C)N1C[C@H](CC1)F)=O 2-(3-ethoxy-5-(3-((4-methyl-4H-1,2,4-triazol-3-yl)methyl)-oxetan-3-yl)phenyl)-6-((R)-1-((S)-3-fluoropyrrolidin-1-yl)ethyl)-4-(trifluoromethyl)isoindolin-1-one